(7S)-1'-[7-(3-fluoro-2-methyl-4-pyridyl)-6-methyl-pyrazolo[1,5-a]pyrazin-4-yl]spiro[5,7-dihydrocyclopenta[c]pyridine-6,4'-piperidine]-7-amine FC=1C(=NC=CC1C1=C(N=C(C=2N1N=CC2)N2CCC1(CC2)CC2=C(C=NC=C2)[C@H]1N)C)C